2-(tert-butyl)-6-(3,6-difluoropyridin-2-yl)-1,3,5-triazine-2,4-diamine C(C)(C)(C)C1(NC(=NC(=N1)N)C1=NC(=CC=C1F)F)N